NC=1N=C(C2=C(C=NN(C2=O)CC2=CC=C(C=C2)[C@@H](C)NCCC)N1)N[C@H](C)CCC 2-amino-4-(((R)-pentan-2-yl)amino)-6-(4-((R)-1-(propylamino)ethyl)benzyl)pyrimido[4,5-d]pyridazine-5(6H)-one